BrC1=C(C=C2C(=N1)SC(=N2)N)F 5-Bromo-6-fluorothiazolo[5,4-b]pyridin-2-amine